Methyl 2-{7-[(oxan-2-yloxy)methyl]-1,3-dihydro-2-benzofuran-1-yl}acetate O1C(CCCC1)OCC1=CC=CC2=C1C(OC2)CC(=O)OC